terephthalic acid dipentyl ester C(CCCC)OC(C1=CC=C(C(=O)OCCCCC)C=C1)=O